C1(CC1)C=1C=C(C(=O)N=C2NCCN2)C=CC1 3-cyclopropyl-N-(imidazolidin-2-ylidene)benzamide